dihydroxydimethyl-vinyl-urea OC(=CNC(=O)N(C)C)O